(S,3S)-N'-((1,2,3,5,6,7-hexahydro-s-indacen-4-yl)carbamoyl)-3-(hydroxymethyl)-2,3-dihydropyrazolo[5,1-b]oxazole-7-sulfonimidamide C1CCC2=C(C=3CCCC3C=C12)NC(=O)N=[S@@](=O)(N)C=1C=NN2C1OC[C@@H]2CO